(S)-2-(1-(4-amino-3-(2,3-difluoro-4-isopropoxyphenyl)-1H-pyrazolo[3,4-d]pyrimidin-1-yl)ethyl)-3-phenylquinazolin-4(3H)-one NC1=C2C(=NC=N1)N(N=C2C2=C(C(=C(C=C2)OC(C)C)F)F)[C@@H](C)C2=NC1=CC=CC=C1C(N2C2=CC=CC=C2)=O